1-(3-bromophenyl)-3-(trifluoromethyl)-4,5,6,7-tetrahydroindazole-7-carboxylic acid BrC=1C=C(C=CC1)N1N=C(C=2CCCC(C12)C(=O)O)C(F)(F)F